(3-{[1-(4-chloro-3-fluorophenyl)-1H-pyrazole-4-carbonyl]amino}bicyclo[1.1.1]pent-1-yl)carbamic acid tert-butyl ester C(C)(C)(C)OC(NC12CC(C1)(C2)NC(=O)C=2C=NN(C2)C2=CC(=C(C=C2)Cl)F)=O